C(=O)(O)C1=CC(=C(C(=O)NC2=C(C(=O)O)C=CC(=C2)C(=O)O)C=C1O)O 2-(4-carboxy-2,5-dihydroxybenzoylamino)terephthalic acid